O=C1C(=C(C=NN1)NC(CCCN1C(C2=CC=C(C=C2C=C1)C1=NC=C(C=C1)C(F)(F)F)=O)C)C(F)(F)F 2-[4-[[6-oxo-5-(trifluoromethyl)-1H-pyridazin-4-yl]amino]pentyl]-6-[5-(trifluoromethyl)pyridin-2-yl]isoquinolin-1-one